C(C)(C)(C1=CC(=C(C=C1)O)C(C)(C)C)C1=CC(=C(C=C1)O)C(C)(C)C 4,4'-isopropylidene-bis(2-tert-butylphenol)